6-methylOxyquinoline COC=1C=C2C=CC=NC2=CC1